tris(4-tert-butylcyclohexyl)phosphorus oxide C(C)(C)(C)C1CCC(CC1)P(C1CCC(CC1)C(C)(C)C)(C1CCC(CC1)C(C)(C)C)=O